trans-methyl 4-(2-(4,4-difluorocyclohexanecarbonyl)hydrazinecarbonyl)cyclohexanecarboxylate FC1(CCC(CC1)C(=O)NNC(=O)[C@@H]1CC[C@H](CC1)C(=O)OC)F